N-isopropyl-N-phenylisoquinolin-1-amine C(C)(C)N(C1=NC=CC2=CC=CC=C12)C1=CC=CC=C1